C(C)N1/C(/SC=C1)=N/C(=O)C1=CNC2=NC=CC=C21 (Z)-N-(3-ethylthiazol-2(3H)-ylidene)-1H-pyrrolo[2,3-b]pyridine-3-carboxamide